C(C)(C)(C)OC(=O)[C@](N(C(=O)OC(C)(C)C)C(=O)OC(C)(C)C)(CCCNC(N)=N)C(=O)O Tri(t-butyloxycarbonyl)-L-arginine